OC1=CC=C(C=C1)\C=C\C(=O)C1=CC=C(C=C1)OC 4-hydroxy-4'-methoxychalcone